FC(C(=O)O)(F)F.BrC=1C=C(CNC(=N)N)C=CC1CCF 1-[3-bromo-4-(2-fluoroethyl)benzyl]guanidine, Trifluoroacetic Acid Salt